isopropyl-4-methyl-N-(1-(3,4,5-trimethoxyphenyl)-1H-imidazol-4-yl)-1H-pyrazolo[3,4-d]pyrimidin-6-amine C(C)(C)N1N=CC=2C1=NC(=NC2C)NC=2N=CN(C2)C2=CC(=C(C(=C2)OC)OC)OC